N-[3-(trimethoxysilyl)propyl]-N,N,N-trimethyl-ammonium chloride [Cl-].CO[Si](CCC[N+](C)(C)C)(OC)OC